2-(2-oxo-2,3-dihydro-1H-1,3-benzodiazol-1-yl)acetic acid O=C1NC2=C(N1CC(=O)O)C=CC=C2